Cl.Cl.ClC1=NC=C(C=C1Cl)C1NCC=CC1 2,3-dichloro-5-(1,2,3,6-tetrahydropyridin-2-yl)pyridine dihydrochloride